6-methylfuro[3,2-b]pyridine CC=1C=C2C(=NC1)C=CO2